FC=1C=C(C=C(C1C(F)(F)F)F)O 3,5-difluoro-4-trifluoromethylphenol